4-((bicyclo[2.2.1]hept-5-en-2-ylmethyl)((tetrahydrofuran-2-yl)methyl)amino)-2-cyclopropylpyrimidine-5-carbonitrile C12C(CC(C=C1)C2)CN(C2=NC(=NC=C2C#N)C2CC2)CC2OCCC2